NC1=C(C=CC(=C1F)NCC1=CC=C(C=C1)C(F)(F)F)NC(CCCCCCCCCC)=O N-(2-Amino-3-fluoro-4-((4-(trifluoromethyl)benzyl)amino)phenyl)undecanamid